5-[3-[[(4S)-1-[(5-amino-2-fluoro-phenyl)methylsulfonyl]-2,2-dimethyl-4-piperidyl]amino]phenyl]-3-(carboxymethoxy)-4-chloro-thiophene-2-carboxylic acid NC=1C=CC(=C(C1)CS(=O)(=O)N1C(C[C@H](CC1)NC=1C=C(C=CC1)C1=C(C(=C(S1)C(=O)O)OCC(=O)O)Cl)(C)C)F